tert-butyl (3S)-3-(1-cyclopentyl-5-(2-(trifluoromethyl) phenyl)-1H-pyrazole-3-carboxamido)-5-hydroxyhexanoate C1(CCCC1)N1N=C(C=C1C1=C(C=CC=C1)C(F)(F)F)C(=O)N[C@H](CC(=O)OC(C)(C)C)CC(C)O